FC(OC1CC(C1)NC1=NC=C(C#N)C=C1)F 6-((3-(difluoromethoxy)cyclobutyl)amino)nicotinonitrile